3-((1s,4s)-4-((tert-butyldiphenylsilyl)oxy)cyclohexyl)-3-oxopropanenitrile [Si](C1=CC=CC=C1)(C1=CC=CC=C1)(C(C)(C)C)OC1CCC(CC1)C(CC#N)=O